7H-pyrrolo[2,3-D]pyrimidine-7-carboxylic acid methyl ester COC(=O)N1C=CC2=C1N=CN=C2